OC(CN1C[C@@H]2[C@H](C1)CC(C2)OC2=CC=CC=C2)C2=CC=C(C=C2)O rac-4-(1-hydroxy-2-((3aR,5s,6aS)-5-phenoxyhexahydrocyclopenta[c]pyrrol-2(1H)-yl)ethyl)phenol